12H-Phthaloperin-12-on C1=CC=C2C=CC=C3N=C4C5=CC=CC=C5C(N4C1=C23)=O